CC(CC)P(O)(O)=O METHYLPROPYLPHOSPHONIC ACID